BrC=1C=C2[C@@H]([C@H]([C@@H](NC2=CC1)C1CC1)C)NC(OCC1=CC=CC=C1)=O benzyl ((2S,3S,4R)-6-bromo-2-cyclopropyl-3-methyl-1,2,3,4-tetrahydroquinolin-4-yl)carbamate